N-(6-(2-(5-chloropyridin-3-yl)-2-methylpropionyl)pyridin-3-yl)-2-(4-(ethylsulfonyl)phenyl)acetamide ClC=1C=C(C=NC1)C(C(=O)C1=CC=C(C=N1)NC(CC1=CC=C(C=C1)S(=O)(=O)CC)=O)(C)C